CS(=O)(=O)C=1N=CC2=CC(=NC=C2C1)C1=C(C(=CC(=C1Cl)OC)OC)Cl 3-methanesulfonyl-7-(2,6-dichloro-3,5-dimethoxyphenyl)-2,6-naphthyridine